BrC=1C=C(C(=NC1OC1CC2=CC=CC=C2C1)C)N=CN(C)CC N'-[5-bromo-6-(2,3-dihydro-1H-inden-2-yloxy)-2-methylpyridin-3-yl]-N-ethyl-N-methylimidoformamid